C(C)O[V](OCC)OCC triethoxyvanadium